1-chloro-2,3-dimethyl-butene ClC=C(C(C)C)C